C(C)(C)(C)OC(=O)N1CC2=CC=C(C=C2CC1)C1=NC(=C(C2=C1C=CS2)C2=C(C=C(C=C2)F)OCCOC)C(=O)OCC ethyl 4-(2-tert-butoxy carbonyl-3,4-dihydro-1H-isoquinolin-6-yl)-7-[4-fluoro-2-(2-methoxyethoxy)phenyl]thieno[3,2-c]pyridine-6-carboxylate